NC1=NC=NN2C1=C(C=C2C2CCN(CC2)C(C(C)C)=O)C2=CC=C(C=C2)NC(=O)C=2C(N(C(=C(C2)C=2C=NN(C2)C)C)C=2C=NC=CC2)=O N-(4-(4-amino-7-(1-isobutyrylpiperidin-4-yl)pyrrolo[2,1-f][1,2,4]triazin-5-yl)phenyl)-6-methyl-5-(1-methyl-1H-pyrazol-4-yl)-2-oxo-2H-[1,3'-bipyridine]-3-carboxamide